OCCOC1=C(C=CC(=C1C)C(=O)OCC)C1=NC(=NC(=N1)C1=C(C(=C(C=C1)C(=O)OCC)C)OCCO)C1=C(C(=C(C=C1)C(=O)OCC)C)OCCO 2,4,6-tris(2-hydroxy-3-methyl-4-ethoxycarbonyl-ethoxyphenyl)-1,3,5-triazine